OC=1C=C(C=CC1)S(=O)(=O)OC1=CC=C(C=C1)C(C=CC1=CC(=CC=C1)O)=O [4-[3-(3-Hydroxyphenyl)prop-2-enoyl]phenyl] 3-hydroxybenzenesulfonate